CN(C)CC1=C(C=CC(=N1)NC(OC(C)(C)C)=O)C(NCC)=O Tert-Butyl (6-((dimethylamino)methyl)-5-(ethylcarbamoyl)pyridin-2-yl)carbamate